N-(4-amino-2-tetrahydropyran-2-yl-pyrazolo[3,4-c]pyridin-7-yl)-2-oxo-2-[rac-(2S,5S)-2,5-diethyl-1-piperidyl]acetamide NC=1C=2C(C(=NC1)NC(C(N1[C@H](CC[C@@H](C1)CC)CC)=O)=O)=NN(C2)C2OCCCC2 |r|